1-(4-(4-((5-(m-Tolyl)imidazo[1,2-a]pyrazin-8-yl)amino)phenyl)piperazin-1-yl)butan-1-one C1(=CC(=CC=C1)C1=CN=C(C=2N1C=CN2)NC2=CC=C(C=C2)N2CCN(CC2)C(CCC)=O)C